C(#N)C1=CC(=C(COC2=CC=CC=N2)C=C1)F 6-((4-Cyano-2-fluorobenzyl)oxy)pyridin